C(CCCCCCCCC(C)C)OCCCC(CCN)N isododecyloxypropyl-1,3-diaminopropane